2-chloro-4-(3-(fluoromethyl)piperidin-1-yl)-5-iodopyridine ClC1=NC=C(C(=C1)N1CC(CCC1)CF)I